1,1,1-trifluorodiazoethane FC(C=[N+]=[N-])(F)F